NC1=NC(=NC=2N1N=C(N2)C=2OC=CC2)N[C@H](C(=O)N2CC(N(C(C2)C)C(=O)N2CCOCC2)C)C (2S)-2-((7-amino-2-(furan-2-yl)-[1,2,4]triazolo[1,5-a][1,3,5]triazin-5-yl)amino)-1-(3,5-dimethyl-4-(morpholin-4-carbonyl)piperazin-1-yl)propan-1-one